(1s,3s)-1-(8-oxa-3-azabicyclo[3.2.1]oct-3-yl)-3-(6-bromo-3,3-dimethyl-2-oxo-2,3-dihydro-1H-pyrrolo[3,2-b]pyridin-1-yl)cyclobutane-1-carbonitrile [C@@H]12CN(CC(CC1)O2)C2(CC(C2)N2C(C(C1=NC=C(C=C12)Br)(C)C)=O)C#N